ClC1=CC=C(NC2=NC=CC(=C2C2=NOC(N2)=O)OCCO)C=C1 3-[2-(4-chloroanilino)-4-(2-hydroxyethoxy)-3-pyridyl]-4H-1,2,4-oxadiazol-5-one